C(C)OC1=CC=C(C=C1)C1=NN2C(=NC=3C=CC=CC3C2=N1)NC=1C(N=CC=CC1)=O (3R)-3-{[2-(4-ethoxyphenyl)[1,2,4]triazolo[1,5-c]quinazolin-5-yl]amino}azepin-2-one